ClC1=C(N(N=C1C(F)(F)F)C1=CC(=CC=C1)C(N(C1=CC2=C(N=C(O2)C)C=C1)C)=O)OCC1=CC=C(C(=O)OC(C)(C)C)C=C1 tert-butyl 4-[[4-chloro-2-[3-[methyl-(2-methyl-1,3-benzoxazol-6-yl)carbamoyl]phenyl]-5-(trifluoromethyl)pyrazol-3-yl]oxymethyl]benzoate